C(C)(=O)OOC1=NC=C(C(=C1SC1=C(C=C(C(=C1)N1C(N(C(=CC1=O)C(F)(F)F)C)=O)F)Cl)CCOCCOC)F 2-(2-Methoxyethoxy)ethyl-{[3-({5-[3-methyl-2,6-dioxo-4-(trifluoromethyl)-3,6-dihydropyrimidin-1(2H)-yl]-2-chloro-4-fluorophenyl} sulfanyl)-5-fluoropyridin-2-yl] oxy} acetat